FC1=C(C=CC(=C1)F)[C@@H](CC)NC(=O)C=1C=C(N2C1COCC2)C(=O)N2CCCC2 6-(pyrrolidine-1-carbonyl)-3,4-dihydro-1H-pyrrolo[2,1-c][1,4]oxazine-8-carboxylic acid [(R)-1-(2,4-difluoro-phenyl)-propyl]-amide